2-(4-chloro-3-fluorophenoxy)-N-[(3s,6r)-6-[5-(2-cyclobutoxyethoxy)-1,3,4-oxadiazol-2-yl]piperidin-3-yl]acetamide ClC1=C(C=C(OCC(=O)N[C@@H]2CN[C@H](CC2)C=2OC(=NN2)OCCOC2CCC2)C=C1)F